Methyl-ethoxysilane C[SiH2]OCC